ClC1=CC(=C(C=C1)[C@@H]1OC2=C(OC1)C=CC=C2C2CCN(CC2)CC2=NC=1C(=NC(=CC1)C(=O)O)N2CC2(CC2)CF)OC (S)-2-((4-(3-(4-Chloro-2-methoxyphenyl)-2,3-dihydrobenzo[b][1,4]dioxin-5-yl)Piperidin-1-yl)methyl)-3-((1-(fluoromethyl)cyclopropyl)methyl)-3H-imidazo[4,5-b]pyridine-5-carboxylic acid